C(C)OC(=O)C=1C(N(C(N(C1)CCO)=O)C1=CC=C(C=C1)F)=O 3-(4-fluorophenyl)-1-(2-hydroxyethyl)-2,4-dioxo-1,2,3,4-tetrahydropyrimidine-5-carboxylic acid ethyl ester